C(C(O)CC(=O)[O-])(=O)OCCCC[Si](C1=CC=CC=C1)(C1=CC=CC=C1)C(C)(C)C tert-butyldiphenylsilyl-n-butyl malate